(4-(2-((3-amino-6-(2-hydroxyphenyl)pyridazin-4-yl)oxy)ethyl)phenyl)(3,6-diazabicyclo[3.2.0]heptan-6-yl)methanone NC=1N=NC(=CC1OCCC1=CC=C(C=C1)C(=O)N1C2CNCC2C1)C1=C(C=CC=C1)O